(4-Amino-6-((2-fluorophenyl)amino)pyridin-2-yl)(4-phenylpiperazin-1-yl)methanone NC1=CC(=NC(=C1)NC1=C(C=CC=C1)F)C(=O)N1CCN(CC1)C1=CC=CC=C1